ClC1=C(C(=O)NCCCN2CCNCC2)C=CC(=C1)NC=1C=2N(C=CN1)C(=CN2)C2=C(C(=C(C=C2)OCC#N)F)F 2-chloro-4-((3-(4-(cyanomethoxy)-2,3-difluorophenyl)imidazo[1,2-a]pyrazin-8-yl)amino)-N-(3-(piperazin-1-yl)propyl)benzamide